((1S,5S)-6-(2,3-Dihydrobenzo[b][1,4]dioxin-6-yl)-9,9-dimethyl-3,6-diazabicyclo[3.2.2]non-3-yl)(1,1-dioxothiomorpholino)methanone O1C2=C(OCC1)C=C(C=C2)N2[C@@H]1CN(C[C@H](C2)CC1(C)C)C(=O)N1CCS(CC1)(=O)=O